CCCCCCCCCCCCCCCCCCCC(CC(=O)SCCNC(=O)CCNC(=O)[C@@H](C(C)(C)COP(=O)(O)OP(=O)(O)OC[C@@H]1[C@H]([C@H]([C@@H](O1)N2C=NC3=C(N=CN=C32)N)O)OP(=O)(O)O)O)O The molecule is a 3-hydroxy fatty acyl-CoA in which the 3-hydroxy fatty acyl group is specified as 3-hydroxydocosanoyl. It has a role as a human metabolite and a Saccharomyces cerevisiae metabolite. It is a 3-hydroxy fatty acyl-CoA and a long-chain fatty acyl-CoA. It derives from a 3-hydroxydocosanoic acid. It is a conjugate acid of a 3-hydroxydocosanoyl-CoA(4-).